tert-butyl (R)-3-((3-(cyclopentanecarbonyl)-1-((2-(trimethylsilyl)ethoxy)methyl)-1H-pyrrolo[2,3-b]pyridin-4-yl)amino)piperidine-1-carboxylate C1(CCCC1)C(=O)C1=CN(C2=NC=CC(=C21)N[C@H]2CN(CCC2)C(=O)OC(C)(C)C)COCC[Si](C)(C)C